N,N-bis(2-formyloxyethyl)-2-(4-formyloxybutyloxycarbonyl)ethylamine C(=O)OCCN(CCOC=O)CCC(=O)OCCCCOC=O